benzyl 6-(2-(dimethylamino)-2-oxoethyl)-4-phenylisoindoline-2-carboxylate CN(C(CC1=CC(=C2CN(CC2=C1)C(=O)OCC1=CC=CC=C1)C1=CC=CC=C1)=O)C